ClC1=C(C=CC=C1)C1=CC(OC2=CC(=C(C=C12)C)O[C@@H](C(=O)N1C[C@H](CCC1)C(=O)O)C)=C=O (S)-1-((R)-2-((4-(2-chlorophenyl)-6-methyl-2-carbonyl-2H-chromen-7-yl)oxy)propanoyl)piperidine-3-carboxylic acid